6-[3-[6-(difluoromethyl)-2-pyridyl]-1H-pyrazol-4-yl]-N-[2-(4-isopropylpiperazin-1-yl)ethyl]-1,5-naphthyridin-3-amine FC(C1=CC=CC(=N1)C1=NNC=C1C=1N=C2C=C(C=NC2=CC1)NCCN1CCN(CC1)C(C)C)F